(2R)-1-{2-[6-(azetidin-3-yl)-1-fluoro-3-methylimidazo[1,5-a]pyridin-8-yl]-5-fluorobenzoyl}-2-methylpyrrolidine N1CC(C1)C=1C=C(C=2N(C1)C(=NC2F)C)C2=C(C(=O)N1[C@@H](CCC1)C)C=C(C=C2)F